2-[5-[1-(2-fluoro-6-methyl-phenyl)-piperidin-4-yl]-6-oxo-7-(2-trifluoromethyl-benzyl)-4,5,6,7-tetrahydro-pyrazolo[3,4-d]pyrimidin-2-yl]-propionitrile FC1=C(C(=CC=C1)C)N1CCC(CC1)N1C(N(C=2C(C1)=CN(N2)C(C#N)C)CC2=C(C=CC=C2)C(F)(F)F)=O